C(C)(=O)N1CCC(CC1)COC1=CC(=C2C(NC(=NC2=C1)CSC1CCN(CC1)CC(F)(F)F)=O)F 7-((1-acetylpiperidin-4-yl)methoxy)-5-fluoro-2-(((1-(2,2,2-trifluoroethyl)piperidin-4-yl)thio)methyl)quinazolin-4(3H)-one